NC=1N=CC2=C(N1)NC=C2C2=CC=1N(C=C2)N=CC1C(=O)N1CCCCC1 (5-(2-amino-7H-pyrrolo[2,3-d]pyrimidin-5-yl)pyrazolo[1,5-a]pyridin-3-yl)(piperidin-1-yl)methanone